C[Si](CCOCN1N=C2C=C(C=CC2=C1)C(=O)O)(C)C 2-((2-(trimethylsilyl)ethoxy)methyl)-2H-indazole-6-carboxylic acid